C1=C(C=CC=2CCCCC12)N 7,8-dihydro-6H-naphthalen-2-amine